[Br-].O=CC[Zn+] 2-oxoethyl-zinc (II) bromide